1-chloro-2-methylpropyl (3R)-3-{[5-(2-chloro-5-cyanophenyl)-1-trityl-1H-indazol-3-yl]carbamoyl}-piperidine-1-carboxylate ClC1=C(C=C(C=C1)C#N)C=1C=C2C(=NN(C2=CC1)C(C1=CC=CC=C1)(C1=CC=CC=C1)C1=CC=CC=C1)NC(=O)[C@H]1CN(CCC1)C(=O)OC(C(C)C)Cl